ClC=1C(=CC2=C(N(C(N=C2N2[C@H](CN(CC2)C(=O)OC(C)(C)C)C)=O)C=2C(=NC=CC2CCCO)C(C)C)N1)F (S)-Tert-Butyl 4-(7-Chloro-6-Fluoro-1-(4-(3-Hydroxypropyl)-2-Isopropylpyridin-3-Yl)-2-Oxo-1,2-Dihydropyrido[2,3-d]Pyrimidin-4-Yl)-3-Methylpiperazine-1-Carboxylate